N,N'-bis-[2-hydroxy-5-sulfonylbenzyl]-N,N'-bis[2-methylpyridyl]ethylenediamine OC=1C(CN(CCN(C=2C(=NC=CC2)C)CC=2C(=CCC(C2)=S(=O)=O)O)C=2C(=NC=CC2)C)=CC(CC1)=S(=O)=O